ClC=1C=C(OC2CCC(CC2)NC(=O)C=2N=NC(=CC2)N2CCN(CC2)CC(=O)N2CCC(CC2)N2C=CC3=C(C=CC=C23)N2C(NC(CC2)=O)=O)C=CC1C#N N-((1r,4r)-4-(3-Chloro-4-cyanophenoxy)cyclohexyl)-6-(4-(2-(4-(4-(2,4-dioxotetrahydropyrimidin-1(2H)-yl)-1H-indol-1-yl)piperidin-1-yl)-2-oxoethyl)piperazin-1-yl)pyridazine-3-carboxamide